2-(2-oxabicyclo[2.1.1]hexan-4-yl)-7-isopropoxy-N-(pyrazolo[1,5-a]pyrimidin-3-yl)imidazo[1,2-a]pyrimidine-6-carboxamide C12OCC(C1)(C2)C=2N=C1N(C=C(C(=N1)OC(C)C)C(=O)NC=1C=NN3C1N=CC=C3)C2